2-(4-oxo-2,3-dihydro-1H-pyrrolo[3,4-c]pyridin-5-yl)-N-[(1S)-1-phenylethyl]acetamide O=C1N(C=CC2=C1CNC2)CC(=O)N[C@@H](C)C2=CC=CC=C2